N-(2-methoxyethyl)-6-[4-(prop-2-enoylamino)-6-quinolyl]pyridine-2-carboxamide COCCNC(=O)C1=NC(=CC=C1)C=1C=C2C(=CC=NC2=CC1)NC(C=C)=O